OCC1(C=CC1)C#N 1-(hydroxymethyl)cyclobutene-1-carbonitrile